BrC1=CC2=C(S1(=O)=O)C=1S(C(=CC1C2(CCCCCCBr)CCCCCCBr)Br)(=O)=O 2,6-dibromo-4,4-di(6-bromohexyl)-4H-cyclopenta[2,1-b:3,4-b']dithiophene-1,1,7,7-tetraoxide